(S)-4-(5H-Imidazo[5,1-a]isoindol-5-yl)tetrahydro-2H-pyran-4-ol C=1N=CN2C1C1=CC=CC=C1[C@H]2C2(CCOCC2)O